(4'-ethylbenzoyl)benzoic acid C(C)C1=CC=C(C(=O)C2=C(C(=O)O)C=CC=C2)C=C1